ClC=1C=C(C=CC1C#N)CC(C(=O)N)(C)O (3-(chloro)-4-cyanophenyl)-2-hydroxy-2-methylpropanamide